C(#N)C=1C=NN2C1C(=CC(=C2)C=2N=NN(C2C)C2CCN(CC2)C#N)O[C@H](C(F)(F)F)C2=CC=CC=C2 4-(4-[3-Cyano-4-[(1S)-2,2,2-trifluoro-1-phenyl-ethoxy]pyrazolo[1,5-a]pyridin-6-yl]-5-methyl-1,2,3-triazol-1-yl)piperidine-1-carbonitrile